ClC=1SC=C(N1)COC1=CC=CC(=N1)C1=CC(=C(CC2=NC3=C(N2C[C@H]2OCC2)C=C(C=C3)C(=O)O)C=C1F)F (S)-2-(4-(6-((2-chlorothiazol-4-yl)methoxy)pyridin-2-yl)-2,5-difluorobenzyl)-1-(oxetan-2-ylmethyl)-1H-benzo[d]imidazole-6-carboxylic acid